(4-phenoxyphenyl)benzofuran-6-carbaldehyde O(C1=CC=CC=C1)C1=CC=C(C=C1)C=1OC2=C(C1)C=CC(=C2)C=O